4'-Cyclopropyl-N-(4-(2-ethoxyethoxy)benzyl)-5,6'-dimethoxy-[2,5'-bipyrimidin]-4-amine C1(CC1)C1=NC=NC(=C1C1=NC=C(C(=N1)NCC1=CC=C(C=C1)OCCOCC)OC)OC